NCC1=CC=C(OC(=O)NC(C)C=2C=CC=C3C(=C(NC23)C(=O)O)C2=CC(=C(C=C2)CS(=O)(=O)C)F)C=C1 7-(1-(((4-(aminomethyl)phenoxy)carbonyl)amino)ethyl)-3-(3-fluoro-4-((methylsulfonyl)methyl)phenyl)-1H-indole-2-carboxylic acid